5-[1-(2-fluoro-6-methyl-phenyl)-piperidin-4-yl]-2-methyl-7-(6-methylamino-3-trifluoromethyl-pyridin-2-ylmethyl)-2,4,5,7-tetrahydro-pyrazolo[3,4-d]pyrimidin-6-one FC1=C(C(=CC=C1)C)N1CCC(CC1)N1C(N(C=2C(C1)=CN(N2)C)CC2=NC(=CC=C2C(F)(F)F)NC)=O